FC1(CCC2=C1N=C(N=C2N2C[C@@H]1C([C@@H]1C2)CC(=O)O)N2[C@H](CC2)C)F 2-((1r,5S,6r)-3-(7,7-difluoro-2-((S)-2-methylazetidin-1-yl)-6,7-dihydro-5H-cyclopenta[D]pyrimidin-4-yl)-3-azabicyclo[3.1.0]hex-6-yl)acetic acid